C(C=C)OC(C1=CC(=C(C=C1)CS(=O)(=O)C)OCC1CC1)=O 3-(cyclopropylmethoxy)-4-(methylsulfonylmethyl)-benzoic acid allyl ester